Methyl 3-chloro-5-fluoro-6-(7-fluorobenzo[b]thiophen-6-yl)picolinate ClC=1C(=NC(=C(C1)F)C=1C=CC2=C(SC=C2)C1F)C(=O)OC